oxazolo[3,2-a]pyrimidin-5-one O1C=CN2C1=NC=CC2=O